CC(CC)C=1C=NC=CC1 3-(1-methylpropyl)pyridine